(S)-2-amino-3-(2-fluoro-4-(1-oxo-1,2,3,4-tetrahydroisoquinolin-6-yl)phenyl)propionitrile N[C@H](C#N)CC1=C(C=C(C=C1)C=1C=C2CCNC(C2=CC1)=O)F